N-(2-Iodophenyl)-N,2-dimethoxybenzamide IC1=C(C=CC=C1)N(C(C1=C(C=CC=C1)OC)=O)OC